nickel alloyl-phosphorus C(C=C)(=O)[P].[Ni]